2-amino-1-methyl-5-(4-(trifluoromethyl)phenyl)-1H-pyrrole-3-carboxylic acid ethyl ester C(C)OC(=O)C1=C(N(C(=C1)C1=CC=C(C=C1)C(F)(F)F)C)N